[Si](C1=CC=CC=C1)(C1=CC=CC=C1)(C(C)(C)C)OC1C(COC1)(C)N1CCNCC1 1-(4-((tert-butyldiphenylsilyl)oxy)-3-methyltetrahydrofuran-3-yl)piperazine